(2S)-Isopropyl 2-(((S)-(((1R,3R,4S,5R)-3-(6-Amino-9H-purin-9-yl)-4,5-dihydroxy-2-methylcyclopentyl)methoxy)(phenoxy)phosphoryl)amino)propanoate NC1=C2N=CN(C2=NC=N1)[C@@H]1C([C@@H]([C@H]([C@H]1O)O)CO[P@](=O)(OC1=CC=CC=C1)N[C@H](C(=O)OC(C)C)C)C